ClC=1C(=C(C=CC1)NC1(NC=NC2=CC(=C(C=C12)N)C#CC1(COC1)C)N)F 4-((3-chloro-2-fluorophenyl)amino)-7-((3-methyloxetan-3-yl)ethynyl)quinazoline-4,6-diamine